C1(=CC=CC=C1)C=1C=CC=2N(C3=CC=C(C=C3C2C1)C1=CC=CC=C1)C=1C=CC=2NC3=CC=C(C=C3C2C1)N1C2=CC=C(C=C2C=2C=C(C=CC12)C1=CC=CC=C1)C1=CC=CC=C1 3,6-bis(3,6-diphenyl-9H-carbazol-9-yl)-9H-carbazole